5-benzyloxy-2-(4-bromo-2,6-dichloro-phenoxy)-4-(methylsulfanylmethyl)pyridine C(C1=CC=CC=C1)OC=1C(=CC(=NC1)OC1=C(C=C(C=C1Cl)Br)Cl)CSC